2-[1,1'-Biphenyl]-4-yl-4-chloro-6-phenyl-1,3,5-triazin C1(=CC=C(C=C1)C1=NC(=NC(=N1)Cl)C1=CC=CC=C1)C1=CC=CC=C1